FC=1C=C(C=CC1F)N1C(CCC[C@H]1C1=NC2=C(N1C1CCN(CC1)S(=O)(=O)C=C)C=CC(=C2)C=2C(=NOC2C)C)=O (S)-1-(3,4-difluorophenyl)-6-(5-(3,5-dimethylisoxazol-4-yl)-1-(1-(vinylsulfonyl)piperidin-4-yl)-1H-benzo[d]imidazol-2-yl)piperidin-2-one